C(C)N1C(=NC=2C1=NC(=CC2)C=2C=CN1N=C(N=CC12)N[C@@H]1C[C@H](C1)NC)C trans-N1-(5-(3-ethyl-2-methyl-3H-imidazo[4,5-b]pyridin-5-yl)pyrrolo[2,1-f][1,2,4]triazin-2-yl)-N3-methylcyclobutane-1,3-diamine